C(C)(C)C1=CC=C(CNC(=O)[C@H]2CN(CCC2)C=2C=C(OC(C(=O)N3CCN(CC3)C(=O)OC(C)(C)C)(C)C)C=CC2)C=C1 tert-butyl (R)-4-(2-(3-(3-((4-isopropylbenzyl)carbamoyl)piperidin-1-yl)phenoxy)-2-methylpropanoyl)piperazine-1-carboxylate